Dodecyl acrylate (Lauryl acrylate) C(CCCCCCCCCCC)C(C(=O)O)=C.C(C=C)(=O)OCCCCCCCCCCCC